C(=O)(O)CC(C(CF)=O)NC(C(CC)N1CC2=CC=C(C=C2C1=O)C1=C(C(=O)O)C=CC=C1)=O (2-(1-((1-carboxy-4-fluoro-3-oxobutan-2-yl)amino)-1-oxobutan-2-yl)-3-oxoisoindolin-5-yl)benzoic acid